methyl-N5-phenyl-[1,2,4]triazolo[4,3-a]quinazolin-5,8-diamine CC1=NN=C2N1C1=CC(=CC=C1C(=N2)NC2=CC=CC=C2)N